1-((1-(2,6-dioxopiperidin-3-yl)-2-oxo-1,2-dihydrobenzo[cd]indol-6-yl)methyl)piperidine-4-carboxylic acid O=C1NC(CCC1N1C(C2=C3C(C(=CC=C13)CN1CCC(CC1)C(=O)O)=CC=C2)=O)=O